C(C(C)C)N1C=C(C(CC1)(C)C)C(C=C)=O 1-(1-Isobutyl-4,4-dimethyl-1,4,5,6-tetrahydropyridin-3-yl)prop-2-en-1-one